NCCN(CCN1C(N(CC1)CCN(CCN(CC#N)CC#N)CCN(CC#N)CC#N)=O)CC#N 2,2',2'',2'''-((((2-(3-(2-((2-aminoethyl)(cyanomethyl)amino)ethyl)-2-oxoimidazolidin-1-yl)ethyl)azanediyl)bis(eth-ane-2,1-diyl))bis(azanetriyl))tetraacetonitrile